1,2-benzisothiazol-3(2H)-one, potassium salt [K].S1NC(C2=C1C=CC=C2)=O